N-Ethylpiperidinium methanesulfonate CS(=O)(=O)[O-].C(C)[NH+]1CCCCC1